[7,8-dichloro-6-(2-fluoro-5-methoxy-phenyl)-4H-[1,2,4]triazolo[1,5-a][1,4]benzodiazepine-2-Yl]-(3-methoxyazetidin-1-yl)methanone ClC1=C(C=CC2=C1C(=NCC=1N2N=C(N1)C(=O)N1CC(C1)OC)C1=C(C=CC(=C1)OC)F)Cl